COC1=C2C(NC(=NC2=CC(=C1)OC)C1=CC=C(C=C1)N1CCC(CC1)CN1C(C(N(C(C1([2H])[2H])([2H])[2H])C=1C(=C2C(N(C(C2=CC1)=O)C1C(NC(CC1)=O)=O)=O)F)([2H])[2H])([2H])[2H])=O 5-(4-((1-(4-(5,7-dimethoxy-4-oxo-3,4-dihydroquinazolin-2-yl)phenyl)piperidin-4-yl)Methyl)piperazin-1-yl-2,2,3,3,5,5,6,6-d8)-2-(2,6-dioxopiperidin-3-yl)-4-fluoroisoindoline-1,3-dione